8-(3-cyano-6-methoxy-1,7-naphthyridin-4-yl)-2,8-diazaspiro[4.5]decane-2-sulfonamide C(#N)C=1C=NC2=CN=C(C=C2C1N1CCC2(CCN(C2)S(=O)(=O)N)CC1)OC